C(N)(=O)C1N(CC(C1)(F)F)C(CNC(OC(C)(C)C)=O)=O tert-butyl 2-(2-carbamoyl-4,4-difluoropyrrolidin-1-yl)-2-oxoethylcarbamate